NC1=CC(=C(C=C1OC)N1CCC(CC1)CN1CCN(CC1)C=1C=C2C(N(C(C2=CC1)=O)C1C(NC(CC1)=O)=O)=O)CC 5-(4-((1-(4-amino-2-ethyl-5-methoxyphenyl)piperidin-4-yl)methyl)piperazine-1-yl)-2-(2,6-dioxopiperidin-3-yl)isoindoline-1,3-dione